BrCC(=O)C=1SC=CN1 2-Bromo-1-(thiazol-2-yl)ethan-1-one